(R)-2-(5-((1-(dibenzo[b,d]furan-2-yl)ethyl)amino)-2-(methylthio)-6-oxopyrimidin-1(6H)-yl)acetic acid tert-butyl ester C(C)(C)(C)OC(CN1C(=NC=C(C1=O)N[C@H](C)C1=CC2=C(OC3=C2C=CC=C3)C=C1)SC)=O